[4-(2-{2-[3-(5-tert-Butyl-isoxazol-3-yl)-ureido]-thiazol-5-yl}-ethyl)-pyridin-2-yl]-carbamic acid ethyl ester C(C)OC(NC1=NC=CC(=C1)CCC1=CN=C(S1)NC(=O)NC1=NOC(=C1)C(C)(C)C)=O